FC(C1=C2CN(C(C2=CC(=C1)CNC1(CCC1)C)=O)C1=CC(=CC=C1)[C@@H](C1=NN=CN1C)C1CC(C1)F)F 4-(difluoromethyl)-2-(3-((S)-((1s,3R)-3-fluorocyclobutyl)(4-methyl-4H-1,2,4-triazol-3-yl)methyl)phenyl)-6-(((1-methylcyclobutyl)amino)methyl)isoindolin-1-one